N(=[N+]=[N-])[C@@H]1CCN2C1=NC=C2 (R)-7-azido-6,7-dihydro-5H-pyrrolo[1,2-a]imidazole